6-((2'-(3-(3,4-dihydroisoquinolin-2(1H)-yl)-2-hydroxypropyl)-1'-oxo-2',3'-dihydro-1'H-spiro[cyclopropane-1,4'-[2,6]naphthyridine]-7'-yl) amino)-2-azaspiro[3.3]heptane-2-carboxylate C1N(CCC2=CC=CC=C12)CC(CN1C(C2=CC(=NC=C2C2(C1)CC2)NC2CC1(CN(C1)C(=O)[O-])C2)=O)O